C(C)(=O)N1CCN(CC1)C1CC(C1)NC(=O)C1=CC2=C(N(N=C2C)C2CCC(CC2)(F)F)S1 N-((1r,4r)-3-(4-acetylpiperazin-1-yl)cyclobutyl)-1-(4,4-difluorocyclohexyl)-3-methyl-1H-thieno[2,3-c]pyrazole-5-carboxamide